(R)-1-(5-(2-(tert-butoxy)-2-oxoethoxy)pyridin-3-yl)-3-(3,4-dimethoxyphenyl)propyl (S)-1-(4-(acryloyloxy)-3,3-dimethyl-2-oxobutanoyl)piperidine-2-carboxylate C(C=C)(=O)OCC(C(C(=O)N1[C@@H](CCCC1)C(=O)O[C@H](CCC1=CC(=C(C=C1)OC)OC)C=1C=NC=C(C1)OCC(=O)OC(C)(C)C)=O)(C)C